(S)-N-((3R,4S)-4-hydroxytetrahydrofuran-3-yl)-2-(4-oxo-8-(pyridin-3-yl)-6-(6-(trifluoromethyl)pyridin-3-yl)pyrido[3,4-d]pyrimidin-3(4H)-yl)acrylamide O[C@H]1[C@@H](COC1)NC(C(=C)N1C=NC2=C(C1=O)C=C(N=C2C=2C=NC=CC2)C=2C=NC(=CC2)C(F)(F)F)=O